ONC1=NC(NC=C1)=O D-N(4)-hydroxycytosine